C(CCC)[C@@H]1N([C@H](C2=CC=C(C=C2C1)OC)C1=CC=C(C=C1)NC(=O)C1CCC1)C(C#C)=O N-{4-[(1S,3S)-3-butyl-6-methoxy-2-(prop-2-ynoyl)-1,2,3,4-tetrahydroisoquinolin-1-yl]Phenyl}cyclobutanecarboxamide